CC1=C(C=C(C(=O)NC=2C=NC=C(C2)OC(F)(F)F)C=C1)[C@H]1CN(CC1)C=1C=NC=NC1 (S)-4-methyl-3-(1-(pyrimidin-5-yl)pyrrolidin-3-yl)-N-(5-(trifluoromethoxy)pyridin-3-yl)benzamide